ethyl 2-[(tert-butoxycarbonylamino)methyl]-8-fluoro-6,7-dihydro-5H-cyclopenta[f][1,3]benzoxazole-6-carboxylate C(C)(C)(C)OC(=O)NCC=1OC2=C(N1)C=C1C(=C2F)CC(C1)C(=O)OCC